C(#N)C1=CC=C(C(=O)N[C@@H](C)C2=NC=NN2C2=NC=C(C=C2)N=S(=O)(C)C)C=C1 (S)-4-cyano-N-(1-(1-(5-((dimethyl(oxo)-λ6-sulfaneylidene)amino)pyridin-2-yl)-1H-1,2,4-triazol-5-yl)ethyl)benzamide